tert-butyl 2-((tert-butoxycarbonyl)amino)-5-fluoro-4-methoxybenzoate C(C)(C)(C)OC(=O)NC1=C(C(=O)OC(C)(C)C)C=C(C(=C1)OC)F